4-(4-(8-thia-3-azabicyclo[3.2.1]octan-3-yl)-8-fluoro-2-(((2R,7aS)-2-fluorotetrahydro-1H-pyrrolizin-7a(5H)-yl)methoxy)pyrido[4,3-d]pyrimidin-7-yl)-5-ethyl-6-fluoronaphthalen-2-ol C12CN(CC(CC1)S2)C=2C1=C(N=C(N2)OC[C@]23CCCN3C[C@@H](C2)F)C(=C(N=C1)C1=CC(=CC2=CC=C(C(=C12)CC)F)O)F